C(N)(OC1=NC(=CC=C1)COCCC1=CC(=C(C=C1)OC)NC1=C(N=NC(=C1)Cl)C(NC)=O)=O (6-((3-((6-Chloro-3-(methylcarbamoyl)pyridazin-4-yl)amino)-4-methoxyphenethoxy)methyl)pyridin-2-yl) carbamate